ClC=1C(=NC2=CC(=C(C=C2C1Cl)C=1C=NC(=NC1)P(=O)(C)C)F)C 3,4-dichloro-6-[2-(dimethylphosphoryl)pyrimidin-5-yl]-7-fluoro-2-methylquinoline